(R)-4-benzyl-3-((R)-2-(methyl-d3)pentanoyl)oxazolidin-2-one C(C1=CC=CC=C1)[C@H]1N(C(OC1)=O)C([C@@H](CCC)C([2H])([2H])[2H])=O